ClCCCC1=C2C(=NC=3C=C4C(=CC13)OCO4)C4=CC1=C(C(N4C2)=O)COC(C1(O)CC)=O 14-(3-chloropropyl)-7-ethyl-7-hydroxy-10,13-dihydro-11H-[1,3]dioxolo[4,5-g]pyrano[3',4':6,7]indolizino[1,2-B]quinoline-8,11(7H)-dione